Nα-acetyl-L-phenylalanine C(C)(=O)N[C@@H](CC1=CC=CC=C1)C(=O)O